(S)-6-(1-(5-(2-(difluoromethyl)pyridin-3-yl)-7-(2-(ethyl(methyl)amino)ethyl)-1-oxo-3,4-dihydroisoquinolin-2(1H)-yl)ethyl)-4-ethoxynicotinonitrile FC(C1=NC=CC=C1C1=C2CCN(C(C2=CC(=C1)CCN(C)CC)=O)[C@@H](C)C1=NC=C(C#N)C(=C1)OCC)F